(R)-1-(3-(3-(4-amino-5-methoxypyrimidin-2-yl)-5-chlorophenyl)morpholino)prop-2-en-1-one NC1=NC(=NC=C1OC)C=1C=C(C=C(C1)Cl)[C@@H]1COCCN1C(C=C)=O